CNCC[Si](O)(O)O N-methyl-2-(trihydroxysilyl)-ethylamine